C(#N)C=1C=C(C(=NC1OCC1=CC2=C(OC(O2)(F)F)C=C1)C(F)F)C(=O)N1CCC(CC1)C1(CC1)NC(C)=O N-[1-[1-[5-cyano-6-[(2,2-difluoro-1,3-benzodioxol-5-yl)methoxy]-2-(difluoromethyl)pyridine-3-carbonyl]-4-piperidyl]cyclopropyl]acetamide